CCCCCCCCC/C=C/CCC[C@H]([C@H]([C@H](CO)N)O)O The molecule is a sphingoid consisting of (8E)-sphing-8-enine bearing an additional (R)-hydroxy substituent at the 4-position. It derives from a sphing-8-enine. It is a conjugate acid of a 4-hydroxysphing-8-enine(1+).